[4-methyl-1-(2H-tetraazol-5-yl)pentyl](6-fluoro-4-quinazolinyl)amine CC(CCC(C=1N=NNN1)NC1=NC=NC2=CC=C(C=C12)F)C